C(C)(C)(C)OC(=O)NS(=O)(=O)C1=CC=C(C(=O)O)C=C1 4-(N-(tert-butoxycarbonyl)sulfamoyl)benzoic acid